(E)-1-(3-(3-(2-methoxyethoxy)phenyl)acryloyl)-5,6-dihydropyridin COCCOC=1C=C(C=CC1)/C=C/C(=O)N1CC=CCC1